ClC1=C(C=CC=C1F)C=1C(N(C(N(C1)CC(=O)[O-])=O)CCC(SC)C)=O [5-(2-chloro-3-fluoro-phenyl)-3-(Methyl 3-methylsulfanyl-propyl)-2,4-dioxo-3,4-dihydro-2H-pyrimidin-1-yl]-acetate